1,4-bis(gamma-aminopropyl-dimethylsilanyl)benzene NCCC[Si](C1=CC=C(C=C1)[Si](C)(C)CCCN)(C)C